(R)-2-(3-methylpiperazin-1-yl)-5-(trifluoromethyl)pyrazine C[C@@H]1CN(CCN1)C1=NC=C(N=C1)C(F)(F)F